FC=1C=C2C=CCC(C2=CC1)=O 6-fluoronaphthalen-1(2H)-one